N-[3-fluoro-4-[(3-fluoro-6,7-dimethoxy-4-quinolyl)methyl]phenyl]-1-(6-methoxy-4-methyl-3-pyridyl)-2-oxo-6-(trifluoromethyl)pyridine-3-carboxamide FC=1C=C(C=CC1CC1=C(C=NC2=CC(=C(C=C12)OC)OC)F)NC(=O)C=1C(N(C(=CC1)C(F)(F)F)C=1C=NC(=CC1C)OC)=O